Cl.N[C@H](C(=O)OCC)CCF ethyl (S)-2-amino-4-fluorobutyrate hydrochloride